FC1=CC=C2C3=C(NC2=C1)N=CN=C3N 7-fluoro-9H-pyrimido[4,5-b]indol-4-amine